BrCCCC(CCCC)Br 1,4-dibromooctane